CS(=O)(C)=NCC#N 2-((dimethyl(oxo)-λ6-sulfaneylidene)amino)acetonitrile